cis-3-(3,3-difluoroazetidin-1-yl)cyclobutane-1-carboxylic acid FC1(CN(C1)[C@H]1C[C@H](C1)C(=O)O)F